N-(9H-fluorenyl)carbamoyl-2-benzyloxy-6-fluorobenzamide octyl-2-[4-[4,6-bis[2-hydroxy-4-(1-methyl-2-octoxy-2-oxo-eth-oxy)phenyl]-1,3,5-triazin-2-yl]-3-hydroxy-phenoxy]propanoate C(CCCCCCC)OC(C(C)OC1=CC(=C(C=C1)C1=NC(=NC(=N1)C1=C(C=C(C=C1)OC(C(=O)OCCCCCCCC)C)O)C1=C(C=C(C=C1)OC(C(OCCCCCCCC)=O)C)O)O)=O.C1(=CC=CC=2C3=CC=CC=C3CC12)NC(=O)NC(C1=C(C=CC=C1F)OCC1=CC=CC=C1)=O